C(C1=CC=CC=C1)N1CCC(CC1)CCN(C(=O)N1[C@@H](CN(CC1)C1=CC(=C(C=C1)F)C#N)C)C (2R)-N-[2-(1-benzylpiperidin-4-yl)ethyl]-4-(3-cyano-4-fluorophenyl)-N,2-dimethylpiperazine-1-carboxamide